BrC=1C(=C(C(=CC1)N1C[C@@H](N([C@@H](C1)C)C)C)NC1=NC=NC(=C1N)Cl)F N4-(3-bromo-2-fluoro-6-((3S,5R)-3,4,5-trimethylpiperazin-1-yl)phenyl)-6-chloropyrimidine-4,5-diamine